7-benzyl 5-(tert-butyl) (R or S)-2-(2-acetoxy-4-cyclobutylphenyl)-3,4,5a,6,8,9-hexahydro-2H-1,2,5,7-tetraazabenzo[cd]azulene-5,7-dicarboxylate C(C)(=O)OC1=C(C=CC(=C1)C1CCC1)N1N=C2CCN(C[C@H]3C2=C1CCN3C(=O)OC(C)(C)C)C(=O)OCC3=CC=CC=C3 |o1:21|